CC1=NC=CC(=N1)C=CC=O 3-(2-methylpyrimidin-4-yl)prop-2-en-1-one